BrC=1C=C2C(C[C@@H](C2=CC1)NC(OC(C)(C)C)=O)F tert-butyl ((1S)-5-bromo-3-fluoro-2,3-dihydro-1H-inden-1-yl)carbamate